BrC1=CC2=C(C=3N(CCO2)C=C(N3)N3C(O[C@@H]([C@H]3C(F)F)C)=O)C=C1 (4S,5R)-3-(9-bromo-5,6-dihydrobenzo[f]imidazo[1,2-d][1,4]oxazepin-2-yl)-4-(difluoromethyl)-5-methyloxazolidin-2-one